tert-butyl 2-(1-bromo-4-methoxy-2-naphthoyl)-2-phenylhydrazinecarboxylate BrC1=C(C=C(C2=CC=CC=C12)OC)C(=O)N(NC(=O)OC(C)(C)C)C1=CC=CC=C1